FCC1=CC=C(CCC2(CCCC=3C4=CC=CC=C4NC23)N)C=C1 (4-(fluoromethyl)phenethyl)-2,3,4,9-tetrahydro-1H-carbazol-1-amine